CC1=CCCC(C1)(C)C 3,5,5-trimethylcyclohex-2-ene